(2R)-N-((R)-(5-fluoro-6-(trifluoromethyl)pyridin-2-yl)(6-(trifluoro-methoxy)pyridin-3-yl)methyl)-2-methyl-3-oxopiperazine-1-carboxamide FC=1C=CC(=NC1C(F)(F)F)[C@H](NC(=O)N1[C@@H](C(NCC1)=O)C)C=1C=NC(=CC1)OC(F)(F)F